C(#N)C1=C(C=C(C=C1)N1CCC(CC1)(C(=O)O)O)C(F)(F)F 1-(4-cyano-3-(trifluoromethyl)phenyl)-4-hydroxypiperidine-4-carboxylic acid